monomethoxy ether monoacrylate C(C=C)(=O)O.COOOC